CC(C)(C)[S@@](=O)N[C@@H](C)C1CC2(C1)CCN(CC2)C(=O)OC(C)(C)C tert-butyl 2-[(1S)-1-{[(R)-2-methylpropane-2-sulfinyl] amino} ethyl]-7-azaspiro[3.5]nonane-7-carboxylate